N-Methyl-5-(2-methyl-2H-indazol-5-yl)-N-(2,2,6,6-tetramethylpiperidin-4-yl)[1,3]thiazolo[5,4-b]pyridin-2-amin-Hydrochlorid Cl.CN(C=1SC2=NC(=CC=C2N1)C1=CC2=CN(N=C2C=C1)C)C1CC(NC(C1)(C)C)(C)C